geranoyl pyrophosphate O(P([O-])(=O)OP(=O)([O-])[O-])C(\C=C(/C)\CCC=C(C)C)=O